bis(mercaptomethylthio)-1,4-dithiane SCSC1(SCCSC1)SCS